C(C)(C)(C)C=1C=C(C=C(C1)C(C)(C)C)C=1C=C(C=C(C1)C1=CC(=CC(=C1)C(C)(C)C)C(C)(C)C)NC1=C2C=CC(=CC2=C(C2=CC=C(C=C12)C1=CC(=CC(=C1)C(C)(C)C)C(C)(C)C)C=1C2=CC=C(C=C2C(=C2C=CC(=CC12)C1=CC(=CC(=C1)C(C)(C)C)C(C)(C)C)NC1=CC(=CC(=C1)C1=CC(=CC(=C1)C(C)(C)C)C(C)(C)C)C1=CC(=CC(=C1)C(C)(C)C)C(C)(C)C)C1=CC(=CC(=C1)C(C)(C)C)C(C)(C)C)C1=CC(=CC(=C1)C(C)(C)C)C(C)(C)C N,N'-bis[3,5-bis(3,5-di-t-butylphenyl)phenyl]-2,2',6,6'-tetrakis(3,5-di-t-butylphenyl)-9,9'-bianthracene-10,10'-diamine